C(C)(=O)N1C[C@@]2(CC1)C[C@H](CC2)C(=O)NC2=NC=C(C(=C2)C2=C1N(N=C2)CC(C1)(C)C)Cl (5R,7S)-2-acetyl-N-(5-chloro-4-(5,5-dimethyl-5,6-dihydro-4H-pyrrolo[1,2-b]pyrazol-3-yl)pyridin-2-yl)-2-azaspiro[4.4]nonane-7-carboxamide